4-chloro-8-(2,4-dimethoxybenzyl)-5-methyl-5,6-dihydropteridin-7(8H)-one ClC1=NC=NC=2N(C(CN(C12)C)=O)CC1=C(C=C(C=C1)OC)OC